5,6-dimethoxynicotinic acid COC=1C(=NC=C(C(=O)O)C1)OC